C(C)OC(=O)C=1C(=C(N2C=CC(=C2C1)C1=CC=NN1C1OCCCC1)C(C)=O)C 5-acetyl-6-methyl-1-(1-(tetrahydro-2H-pyran-2-yl)-1H-pyrazol-5-yl)indolizine-7-carboxylic acid ethyl ester